CC1(CCNC2=CC(=CC=C12)Br)C 4,4-dimethyl-1,2,3,4-tetrahydro-7-bromoquinoline